BrC1=CC=C(C=N1)CC1=NC2=C(N1C[C@H]1OCC1)C=C(C=C2)C(=O)OC methyl (S)-2-((6-bromopyridin-3-yl)methyl)-1-(oxetan-2-ylmethyl)-1H-benzo[d]imidazole-6-carboxylate